{[(4-methoxyphenyl)methyl]amino}-N-{4-[(2-pyridylcarbonylamino)methyl]phenyl}carboxamide COC1=CC=C(C=C1)CNC(=O)NC1=CC=C(C=C1)CNC(=O)C1=NC=CC=C1